6-{5-chloro-2-[(oxacyclohex-4-yl)amino]pyrimidin-4-yl}-2-[(3-methyl-1,2-oxazol-5-yl)methyl]-2,3-dihydro-1H-isoindol-1-one ClC=1C(=NC(=NC1)NC1CCOCC1)C1=CC=C2CN(C(C2=C1)=O)CC1=CC(=NO1)C